FC1=CC=CC=C1 (2S,3R)-4-fluorobenzene